(2R,3S,4S,5R)-3-(3,4-difluoro-2-methoxyphenyl)-4,5-dimethyl-5-(trifluoromethyl)pyrrolidine-2-amide FC=1C(=C(C=CC1F)[C@H]1[C@@H](N[C@]([C@H]1C)(C(F)(F)F)C)C(=O)N)OC